COC(=O)C1=CC(=C(C=C1)C1=CC2(CC2)CCN1C(=O)OC(C)(C)C)[N+](=O)[O-] tert-Butyl 5-(4-(methoxycarbonyl)-2-nitrophenyl)-6-azaspiro[2.5]oct-4-ene-6-carboxylate